1,4-bis((2-hexyl)decyloxy)benzene CC(CCCC)CCCCCCCCCCOC1=CC=C(C=C1)OCCCCCCCCCCC(C)CCCC